C1=CC=CC=2C3=CC=CC=C3C(C12)COC(=O)N[C@H](C(=O)N[C@H](C(=O)OC)CC1=CC=C(C=C1)OC)[C@@H](C)OC (S)-methyl 2-((2S,3R)-2-((((9H-fluoren-9-yl)methoxy)carbonyl)amino)-3-methoxybutanamido)-3-(4-methoxyphenyl)propanoate